5-((R)-3-(((1-(4-(4-chloro-1-(4-hydroxyphenyl)-2-phenylbut-1-en-1-yl)phenyl)piperidin-4-yl)methyl)amino)piperidin-1-yl)-2-(2,6-dioxopiperidin-3-yl)isoindoline-1,3-dione ClCCC(=C(C1=CC=C(C=C1)O)C1=CC=C(C=C1)N1CCC(CC1)CN[C@H]1CN(CCC1)C=1C=C2C(N(C(C2=CC1)=O)C1C(NC(CC1)=O)=O)=O)C1=CC=CC=C1